ClC1=NC=2CC[C@H](CC2C(=N1)OC1=C(C(=CC(=C1F)F)F)F)C1=CC(=CC=C1)F (R)-2-chloro-6-(3-fluorophenyl)-4-(2,3,5,6-tetrafluorophenoxy)-5,6,7,8-tetrahydroquinazoline